C(C1=CC=CC=C1)NCC12CCC(CC1)(C2)O 4-[(benzylamino)methyl]Bicyclo[2.2.1]Heptane-1-ol